6-(4-fluoro-2-methyl-phenyl)-5-[4-[(3S)-1-(3-fluoropropyl)pyrrolidin-3-yl]oxyphenyl]-8,9-dihydro-7H-benzo[7]annulen-2-ol FC1=CC(=C(C=C1)C1=C(C2=C(CCC1)C=C(C=C2)O)C2=CC=C(C=C2)O[C@@H]2CN(CC2)CCCF)C